(R)-5-(1-aminoethyl)-7-fluoro-3-((1-methyl-1H-pyrazol-4-yl)methylene)-2,3-dihydropyrrolo[2,1-b]quinazolin-9(1H)-one N[C@H](C)C1=CC(=CC=2C(N3C(=NC12)C(CC3)=CC=3C=NN(C3)C)=O)F